S1C(=NC2=C1C=CC=C2)S(=O)(=O)CC2C(N(CCC2)C)=O ((benzo[d]thiazol-2-ylsulfonyl)methyl)-1-methylpiperidin-2-one